ethyl 5-chloro-3-((3,5-dimethylphenyl) sulfonyl)-1H-indole-2-carboxylate ClC=1C=C2C(=C(NC2=CC1)C(=O)OCC)S(=O)(=O)C1=CC(=CC(=C1)C)C